C(C1=CC=CC=C1)C1(CC(=NO1)CNC(=O)C1=CN(C2=CC=CC=C12)C)C(=O)OC methyl 5-benzyl-3-((1-methyl-1H-indole-3-carboxamido)methyl)-4,5-dihydroisoxazole-5-carboxylate